FC1(CCN(CC1)C(=O)C=1C=C2C(=NC1)N(C=C2)C2=CC=C(C(=O)NCCNS(=O)(=O)C)C=C2)F 4-(5-(4,4-difluoropiperidine-1-carbonyl)-1H-pyrrolo[2,3-b]pyridin-1-yl)-N-(2-(methylsulfonamido)ethyl)benzamide